(4-methylisoxazol-3-yl)acetamide CC=1C(=NOC1)CC(=O)N